2-trimethoxysilylethyl succinate C(CCC(=O)[O-])(=O)OCC[Si](OC)(OC)OC